C(C)(C)(C)OC(=O)N1CCOCCC1 (S)-4-(tert-Butoxycarbonyl)-1,4-oxazepan